C(C=C)N(C(C)=O)CC1=CC=C(C=C1)C1=NOC(=N1)C(F)(F)F N-allyl-N-[[4-[5-(trifluoromethyl)-1,2,4-oxadiazol-3-yl]phenyl]-methyl]acetamide